(1,3,4-oxadiazol-2-yl)methylamine hydrochloride Cl.O1C(=NN=C1)CN